4-oxo-N-[[6-[(spiro[2.3]hexan-5-ylmethylamino)methyl]imidazo[1,2-a]pyridin-2-yl]methyl]pyrido[1,2-a]pyrimidine-2-carboxamide O=C1C=C(N=C2N1C=CC=C2)C(=O)NCC=2N=C1N(C=C(C=C1)CNCC1CC3(CC3)C1)C2